O=CCCCC(C(CCCC=O)=O)=O 1,5-dioxodecane-6,10-dione